C(C)(C)(C)OC(=O)N1C[C@@H](N(CC1)C=1C2=C(N=CN1)N(C=C2I)C2=CC(=CC=C2)F)C.FC2=CC=C(C=C2)C(C)=O 1-(4-fluorophenyl)ethanone tert-Butyl-(S)-4-(7-(3-fluorophenyl)-5-iodo-7H-pyrrolo[2,3-d]pyrimidin-4-yl)-3-methylpiperazine-1-carboxylate